N1C=CC=2C1=C1C=CNC1=CC2 1,6-dihydropyrrolo[2,3-e]indole